NC1=C(C(=CC=C1)N)S 2,6-Diaminobenzene-1-thiol